C(CCC)[Sn](C=1N=CN(C1)CCOC1CCN(CC1)C(=O)OC(C)(C)C)(CCCC)CCCC tert-butyl 4-[2-(4-tributylstannylimidazol-1-yl)ethoxy]piperidine-1-carboxylate